C1(=CC=CC=C1)C(C1=CC=CC=C1)[GeH2-] diphenylmethylgermanide